benzyl (S)-2-amino-3,3-diphenylpropionate N[C@H](C(=O)OCC1=CC=CC=C1)C(C1=CC=CC=C1)C1=CC=CC=C1